C(=O)(O)[C@@H](O)[C@H](O)C(=O)O.O1[C@H](COC2=C1C=CC=C2)CN2C[C@@](CCC2)(C)COCCO 2-{(S)-1-[(S)-1-(2,3-dihydrobenzo[1,4]dioxin-2-yl)methyl]-3-methylpiperidin-3-ylmethoxy}-ethanol D-tartrate